C(C)(C)(C)OC(C1=C(N=C(C(=C1NC(=O)OC(C)(C)C)F)Cl)Cl)=O 4-((tert-butoxycarbonyl)amino)-2,6-dichloro-5-fluoronicotinic acid tert.Butyl ester